(R)-(4-chloro-3-fluoro-1H-indol-2-yl)(4-(tetrahydrofuran-2-carbonyl)piperazin-1-yl)methanone ClC1=C2C(=C(NC2=CC=C1)C(=O)N1CCN(CC1)C(=O)[C@@H]1OCCC1)F